(R)-N-methyl-1,2,3,4,4a,5-hexahydro-7H-pyrazino[2,1-c]pyrido[3,2-e][1,4]oxazepine-9-carboxamide dihydrochloride Cl.Cl.CNC(=O)C=1C=CC=2N3[C@@H](COCC2N1)CNCC3